1,2-dichloro-4-(4-nitrophenoxy)benzene ClC1=C(C=C(C=C1)OC1=CC=C(C=C1)[N+](=O)[O-])Cl